COC1=C(C(=O)N2CCN(CC2)C(COC2=CC(=CC=C2)O)=O)C=CC=C1OC 1-[4-(2,3-dimethoxybenzoyl)piperazin-1-yl]-2-(3-hydroxyphenoxy)ethanone